(R)-N-(1-(3-amino-5-(trifluoromethyl)phenyl)ethyl)-6-(2-(cyclopropyl(methyl)amino)ethoxy)-7-methoxy-2-methylquinolin-4-amine NC=1C=C(C=C(C1)C(F)(F)F)[C@@H](C)NC1=CC(=NC2=CC(=C(C=C12)OCCN(C)C1CC1)OC)C